(3S)-3-amino-3-(4-bromophenyl)propionic acid methyl ester hydrochloride Cl.COC(C[C@@H](C1=CC=C(C=C1)Br)N)=O